N-(4,4-diethyl-7-(trifluoromethyl)-4H-chromeno[4,3-d]thiazol-2-yl)-3,5-dimethyl-1-((2-(trimethylsilyl)ethoxy)methyl)-1H-pyrazole-4-carboxamide C(C)C1(OC=2C=C(C=CC2C=2N=C(SC21)NC(=O)C=2C(=NN(C2C)COCC[Si](C)(C)C)C)C(F)(F)F)CC